NC1=NC=CC(=C1Cl)OC1=C(C=C(C=C1)NC1=NC=CC=C1C(=O)NC1=CC(=CC=C1)C(F)(F)F)F 2-[(4-[(2-amino-3-chloropyridin-4-yl)oxy]-3-fluorophenyl)amino]-N-(3-trifluoromethylphenyl)pyridine-3-carboxamide